C(C(C)(C)C)(=O)OC1=CC=C(C=C1)COC1=C2N=CN(C2=NC(=N1)NC(C(C)C)=O)[C@@H]1O[C@@H]([C@H](C1)O[Si](C)(C)C(C)(C)C)CO[Si](C)(C)C(C)(C)C 4-(((9-((2R,4S,5R)-4-((tert-butyldimethylsilyl)oxy)-5-(((tert-butyldimethylsilyl)oxy)methyl)tetrahydrofuran-2-yl)-2-isobutyramido-9H-purin-6-yl)oxy)methyl)phenyl pivalate